tert-butyl (2S)-3-methyl-2-[methyl(pyrrolidine-3-carbonyl)amino]butanoate CC([C@@H](C(=O)OC(C)(C)C)N(C(=O)C1CNCC1)C)C